2-(5-fluoro-2-hydroxyphenyl)-2-(6-(1-(1-methylpiperidin-4-yl)-2-oxo-1,2-dihydropyridin-4-yl)-1-oxoisoindol-2-yl)-N-(thiazol-2-yl)acetamide FC=1C=CC(=C(C1)C(C(=O)NC=1SC=CN1)N1C(C2=CC(=CC=C2C1)C1=CC(N(C=C1)C1CCN(CC1)C)=O)=O)O